(ethyl)(2-fluoro-2-methylpropyl)amine hydrochloride Cl.C(C)NCC(C)(C)F